C1(=CC(=CC=C1)CC=1C=CC=2N(N1)C(=CN2)C2=CC=C(C(=O)N)C=C2)C 4-[6-(m-tolylmethyl)imidazo[1,2-b]pyridazin-3-yl]benzamide